N-(4-(4-amino-7-((1r,4r)-4-((3,3-difluorocyclobutyl)amino)cyclohexyl)-1-isopropyl-1H-pyrazolo[4,3-c]pyridin-3-yl)-2,5-difluorophenyl)-5-ethoxy-2-fluorobenzenesulfonamide NC1=NC=C(C2=C1C(=NN2C(C)C)C2=CC(=C(C=C2F)NS(=O)(=O)C2=C(C=CC(=C2)OCC)F)F)C2CCC(CC2)NC2CC(C2)(F)F